C(CCCCCCC(=O)OC(CCCCCCCC)CCCCCCCC)(=O)OCC(CNCCCCN(CC)CC)COC(CCCCCCC\C=C/CCCCCCCC)=O 1-(3-((4-(diethylamino) butyl) amino)-2-((oleoyloxy)methyl) propyl) 8-(heptadecan-9-yl) octanedioate